ClC1=C2CCN([C@@H](C2=C(C=C1)OCC=1N=NN(C1C(F)F)C)CN1C(COCC1)=O)C(=O)[C@H]1[C@H](CCCC1)C (1S,2R)-2-((S)-5-Chloro-8-((5-(difluoromethyl)-1-methyl-1H-1,2,3-triazol-4-yl)methoxy)-1-((3-oxomorpholino)methyl)-1,2,3,4-tetrahydroisochinolin-2-carbonyl)-1-methylcyclohexan